C(C)(C)(C)S(=O)(=O)NC(=O)C=1N=NC(=CC1)N1CCN(CC1)C(=O)C=1C=NC=C(C1)C#CC=1C=NC=C(C1)O N-tert-Butylsulfonyl-6-[4-[5-[2-(5-hydroxypyridin-3-yl)ethynyl]pyridine-3-carbonyl]piperazin-1-yl]pyridazine-3-carboxamide